N1(CCC2=CC=CC=C12)C(=O)C=1C=C(C=CC1)S(=O)(=O)N(C)C1=CC=C(C=C1)OC 3-(indoline-1-carbonyl)-N-(4-methoxyphenyl)-N-methylbenzenesulfonamide